N-(3-trifluoromethylphenyl)benzamide FC(C=1C=C(C=CC1)NC(C1=CC=CC=C1)=O)(F)F